BrC1=C(OC=2C(=NC=NC2)C2NCC23OCC(C3)=O)C=CC(=C1)F (5-(2-bromo-4-fluorophenoxy)pyrimidin-4-yl)-5-oxa-2-azaspiro[3.4]octan-7-one